CC(CC(C)C(C(=O)O)CCC(CC(C)(C)C)C)(C)C 2-(4,4-Dimethyl-2-pentanyl)-5,7,7-trimethyloctanoic Acid